(2-((cyclopropanecarboxamido)thiazol-5-yl)ethynyl)-4-methyl-N-(4-(trifluoromethyl)pyridin-2-yl)benzamide C1(CC1)C(=O)NC=1SC(=CN1)C#CC1=C(C(=O)NC2=NC=CC(=C2)C(F)(F)F)C=CC(=C1)C